9-β-D-arabinofuranosylpurin [C@@H]1([C@@H](O)[C@H](O)[C@H](O1)CO)N1C2=NC=NC=C2N=C1